Ethyl 6-chloro-7-methyl-imidazo[1,2-b]pyridazine-2-carboxylate ClC=1C(=CC=2N(N1)C=C(N2)C(=O)OCC)C